ClC1=CC=C(S1)C(=O)N1CCN(CC1)C1=NC=C(C=C1)O (5-Chlorothiophen-2-yl)-[4-(5-hydroxy-pyridin-2-yl)-piperazin-1-yl]-methanone